[4-(tert-butoxycarbonyl-amino)phenyl]boronic acid C(C)(C)(C)OC(=O)NC1=CC=C(C=C1)B(O)O